BrC1=C2CCO[C@H](C2=CC=C1)CN(C(OC(C)(C)C)=O)COCC[Si](C)(C)C (R)-tert-butyl ((5-bromoisochroman-1-yl)methyl)((2-(trimethylsilyl)ethoxy)methyl)carbamate